N1=CC(=CC=C1)N1N(C2=CC=CC=C2C1)CC1=NC=CC=N1 2-(3-pyridinyl)-N-(2-pyrimidinylmethyl)-2H-indazole